O1C=NC=2C(NC=3C=CC=CC3C21)=O oxazolo[4,5-c]quinolin-4(5H)-one